methyl 3-oxo-2,3-dihydroisoxazole-5-carboxylate O=C1NOC(=C1)C(=O)OC